C(C=1C(C(=O)[O-])=CC(C(=O)[O-])=C(C(=O)[O-])C1)(=O)[O-] pyromellitic acid anion